ClC=1N(C=CN1)S(=O)(=O)O chloro-imidazole-1-sulfonic acid